C1(=CC=CC=C1)C(N1N=NN=C1C1=C(C=CC=C1)C1=CC=C(C=C1)CO)(C1=CC=CC=C1)C1=CC=CC=C1 N-(triphenylmethyl)-5-(4'-hydroxymethylbiphenyl-2-yl)tetrazole